1'-{2-[4-(3-methanesulfonyloxetan-3-yl)-3-(trifluoromethyl)phenoxy]ethyl}-2-oxo-1,2-dihydrospiro[indole-3,4'-piperidine]-5-carbonitrile CS(=O)(=O)C1(COC1)C1=C(C=C(OCCN2CCC3(CC2)C(NC2=CC=C(C=C23)C#N)=O)C=C1)C(F)(F)F